BrC1=CC(=NC=C1)NC1=CC(=NS1)C 4-bromo-N-(3-methyl-1,2-thiazol-5-yl)pyridin-2-amine